[PH2](=O)O[PH2]=O phosphinyl oxide